Cl.NCC1=CC=C(C=C1)[O-] 4-(aminomethyl)phenolate hydrochloride